benzyl 4-(6-fluoro-1-((7-fluoro-2-methylimidazo[1,2-a]pyridin-6-yl)carbamoyl)-2,3-dihydro-1H-pyrrolo[2,3-b]pyridin-4-yl)piperazine-1-carboxylate FC1=CC(=C2C(=N1)N(CC2)C(NC=2C(=CC=1N(C2)C=C(N1)C)F)=O)N1CCN(CC1)C(=O)OCC1=CC=CC=C1